C1(CC1)CN(C(=O)C1=C(C=C(C=C1)C1=C(C=CC=C1)C(F)(F)F)CC(=O)O)C 2-(4-((cyclopropylmethyl)(methyl)carbamoyl)-2'-(trifluoromethyl)-[1,1'-biphenyl]-3-yl)acetic acid